1-(aminomethyl)-3-phenyl-3,4-dihydro-1H-isochromene-5,6-diol NCC1OC(CC2=C(C(=CC=C12)O)O)C1=CC=CC=C1